2-({3-Chloro-2-[(4-chloro-2,6-difluorophenyl)methoxy]-5,6,7,8-tetrahydro-1,7-naphthyridin-7-yl}methyl)-7-fluoro-1-{[(2S)-oxetan-2-yl]methyl}-1H-1,3-benzodiazole-6-carboxylic acid ClC=1C(=NC=2CN(CCC2C1)CC1=NC2=C(N1C[C@H]1OCC1)C(=C(C=C2)C(=O)O)F)OCC2=C(C=C(C=C2F)Cl)F